N-(2-cyclopropylisoindolin-4-yl)-3-(dimethyl-amino)pyridine-2-sulfonamide C1(CC1)N1CC2=CC=CC(=C2C1)NS(=O)(=O)C1=NC=CC=C1N(C)C